ClC(C1=NC(=NC(=N1)C(Cl)(Cl)Cl)C=CC1=CC(=C(C=C1)OC)OC)(Cl)Cl 2,4-bis(trichloromethyl)-6-[2-(3,4-Dimethoxyphenyl)ethenyl]-1,3,5-triazine